O=C1NC(CCC1N1C(C2=CC=C(C=C2C1=O)C=1C=NNC1)=O)=O 2-(2,6-dioxopiperidin-3-yl)-5-(1H-pyrazol-4-yl)isoindoline-1,3-dione